OC=1C=C2CCC(C2=CC1C)=O 5-hydroxy-6-methyl-2,3-dihydro-1H-inden-1-one